(1-(4-cyclobutyl-5-(5-(2-methoxyethyl)-4H-1,2,4-triazol-3-yl)-2-methylbenzoyl)piperidin-4-yl)benzonitrile C1(CCC1)C1=CC(=C(C(=O)N2CCC(CC2)C2=C(C#N)C=CC=C2)C=C1C1=NN=C(N1)CCOC)C